N(=[N+]=[N-])C1=NC=C(C(=N1)N[C@H](CN=[N+]=[N-])C1=CC=CC=C1)C=1OC=NN1 (S)-2-azido-N-(2-azido-1-phenylethyl)-5-(1,3,4-oxadiazol-2-yl)pyrimidin-4-amine